α-L-ribose O[C@H]1[C@@H](O)[C@@H](O)[C@@H](O1)CO